tert-butyl 4-methyl-4-(4-piperidylmethyl)piperidine-1-carboxylate diacetate C(C)(=O)O.C(C)(=O)O.CC1(CCN(CC1)C(=O)OC(C)(C)C)CC1CCNCC1